C1(=CCCCC1)C=1C=NC2=CC=C(C=C2C1)C=1N=CNC1C1=NC(=CC=C1)C 3-(cyclohexen-1-yl)-6-[5-(6-methyl-2-pyridyl)-1H-imidazol-4-yl]quinoline